(5,6,7,8-tetrahydroisoquinolin-3-yl)methanol C1=NC(=CC=2CCCCC12)CO